CS(=O)(=O)[O-].C(CCCCCCCCCCC)[NH+]1CCC(CC1)CC 1-Dodecyl-4-ethylpiperidinium methansulfonat